BrC1=C(N=C2C(=C(C(N(C2=C1)C)=O)C(=O)O)N(C)[C@@H]1CC[C@@H](CC1)/C(/C1=CC=CC=C1)=N/OC(C)(C)C)Cl 7-bromo-4-((cis-4-((Z)-(tert-butoxyimino)(phenyl)methyl)cyclohexyl)-(methyl)amino)-6-chloro-1-methyl-2-oxo-1,2-dihydro-1,5-naphthyridine-3-carboxylic acid